3-Isopropyl-4-(((S*)-4,4,4-trifluoro-3,3-dimethyl-1-(5-((R)-1-(4,4,4-trifluorobutanamido)ethyl)-1H-benzo[d]imidazol-2-yl)butyl)carbamoyl)-1,2,5-oxadiazole 2-oxide C(C)(C)C1=[N+](ON=C1C(N[C@@H](CC(C(F)(F)F)(C)C)C1=NC2=C(N1)C=CC(=C2)[C@@H](C)NC(CCC(F)(F)F)=O)=O)[O-] |o1:10|